tert-Butyl 4-(2-azido-1,1-dimethyl-ethyl)piperazine-1-carboxylate N(=[N+]=[N-])CC(C)(C)N1CCN(CC1)C(=O)OC(C)(C)C